(S)-N-((S)-1-(2,4-difluorophenyl)ethyl)-2-(5-hydroxy-2,4-dioxo-1,4-dihydroquinazolin-3(2H)-yl)-3-phenylpropanamide FC1=C(C=CC(=C1)F)[C@H](C)NC([C@H](CC1=CC=CC=C1)N1C(NC2=CC=CC(=C2C1=O)O)=O)=O